C1CC2C(C1CCCCC(=O)O)NC(=O)N2 cis-Hexahydro-4-(4-carboxybutyl)-2-cyclopentimidazolone